N1(N=CC=C1)CCC=1N(C=2C(=C3CC[C@@H](N(C3=CC2)C(=O)OC)C)N1)CCN1C[C@@H](CC1)NC(C)=O methyl (S)-2-(2-(1H-pyrazol-1-yl)ethyl)-3-(2-((R)-3-acetamidopyrrolidin-1-yl)ethyl)-7-methyl-3,7,8,9-tetrahydro-6H-imidazo[4,5-f]quinoline-6-carboxylate